3-((1r,2s)-2-(((tert-butyldiphenylsilyl)oxy)methyl)cyclopropyl)propan-1-ol [Si](C1=CC=CC=C1)(C1=CC=CC=C1)(C(C)(C)C)OC[C@@H]1[C@@H](C1)CCCO